N-(6-fluoro-5-((5-methyl-1H-pyrrolo[2,3-b]pyridin-3-yl)methyl)pyridin-2-yl)-1-(4-fluorophenyl)-5-(methylsulfonyl)-1H-pyrazole-3-carboxamide FC1=C(C=CC(=N1)NC(=O)C1=NN(C(=C1)S(=O)(=O)C)C1=CC=C(C=C1)F)CC1=CNC2=NC=C(C=C21)C